(2S,4R)-1-(2-(3-acetyl-5-(2-cyclopropyl-pyrimidin-5-yl)-1H-indazol-1-yl)acetyl)-N-(6-bromopyrazin-2-yl)-4-fluoropyrrolidine-2-carboxamide C(C)(=O)C1=NN(C2=CC=C(C=C12)C=1C=NC(=NC1)C1CC1)CC(=O)N1[C@@H](C[C@H](C1)F)C(=O)NC1=NC(=CN=C1)Br